C1(CCCC1)CCCC cyclopentyl-(2S)-butan